1,5-anhydro-2,3-dideoxy-3-(((7-(3-fluoro-4-((2-(morpholin-4-yl)-2-oxoethyl)carbamoyl)-benzyl)-4-methoxy-2,3-dihydro-1H-inden-5-yl)carbonyl)amino)-L-threo-pentitol FC=1C=C(CC=2C=C(C(=C3CCCC23)OC)C(=O)N[C@H]2CCOC[C@@H]2O)C=CC1C(NCC(=O)N1CCOCC1)=O